4-(3-amino-propylamino)-4-tetradecylcarbamoyl-butylcarbamic acid NCCCNC(CCCNC(O)=O)C(NCCCCCCCCCCCCCC)=O